NC=1C=2N(C(=CN1)C(=O)N1CCC(CC1)N)C(=NC2C2=CC=C(C1=CC=CC=C21)N(C(=O)N)C2=CC(=CC=C2)C(F)(F)F)C {4-[8-amino-5-(4-aminopiperidine-1-carbonyl)-3-methylimidazo[1,5-a]pyrazin-1-yl]naphthalen-1-yl}-1-[3-(trifluoromethyl)phenyl]urea